(6Z)-8-(cis-4-aminocyclohexoxy)-5,5-dimethyl-6-[3-(3-pyridyl)propoxyimino]benzo[h]quinazoline-4-amine N[C@H]1CC[C@H](CC1)OC=1C=CC2=C(\C(\C(C=3C(=NC=NC23)N)(C)C)=N/OCCCC=2C=NC=CC2)C1